BrC1=CC(=CC=2CCOC21)NC2=NC(=CC(=N2)NC)C N2-(7-bromo-2,3-dihydrobenzofuran-5-yl)-N4,6-dimethylpyrimidine-2,4-diamine